CC1=NC(=C(C=C1C(=O)OC1C(=CCC(C1)C(C)C)C)CN(C)C(=O)OC(C)(C)C)OC 2-methyl-5-(1-methylethyl)2-cyclohexen-1-ol methyl-5-{[(tert-butoxycarbonyl)(methyl)amino]methyl}-6-methoxypyridine-3-carboxylate